1-{3-methoxy-4-{[3-methyl-4-(2,2,2-trifluoroethoxy)pyridin-2-yl]methoxy}benzyl}-3-(4-methoxyphenyl)urea COC=1C=C(CNC(=O)NC2=CC=C(C=C2)OC)C=CC1OCC1=NC=CC(=C1C)OCC(F)(F)F